8-chloro-6-[(5-chloropyrimidin-4-yl)amino]spiro[2H-imidazo[1,5-a]pyridine-3,1'-cyclohexane]-1,5-dione ClC1=C2N(C(C(=C1)NC1=NC=NC=C1Cl)=O)C1(CCCCC1)NC2=O